bis-[2-(o-methoxybenzenesulfonyloxy)phenyl]urea COC1=C(C=CC=C1)S(=O)(=O)OC1=C(C=CC=C1)NC(NC1=C(C=CC=C1)OS(=O)(=O)C1=C(C=CC=C1)OC)=O